3-(5-(4-((4-(4-((5-chloro-4-((2-(dimethylphosphoryl)phenyl)amino)pyrimidin-2-yl)amino)-3-methoxyphenyl)piperazin-1-yl)methyl)piperidin-1-yl)-1-oxoisoindolin-2-yl)piperidine-2,6-dione ClC=1C(=NC(=NC1)NC1=C(C=C(C=C1)N1CCN(CC1)CC1CCN(CC1)C=1C=C2CN(C(C2=CC1)=O)C1C(NC(CC1)=O)=O)OC)NC1=C(C=CC=C1)P(=O)(C)C